C(C)(C)(C)OC(=O)NC=1C=NN(C1)CC=1C=C(C(=NC1)C(=O)[O-])F 5-((4-((tert-butoxycarbonyl)amino)-1H-pyrazol-1-yl)methyl)-3-fluoropicolinate